1-(2,6-difluorophenyl)-4-methyl-2-(prop-1-en-2-yl)-1H-imidazole FC1=C(C(=CC=C1)F)N1C(=NC(=C1)C)C(=C)C